S1C(=CC=C1)C(=O)C=1OC(=CN1)C=1SC=CC1 thien-2-yl-(5-(thien-2-yl)oxazol-2-yl)methanone